CN1CCC2=CC(=C(C=C2[C@H]1CC3=CC=C(C=C3)OC4=C(C=CC(=C4)C[C@@H]5C6=CC(=C(C=C6CCN5C)OC)O)O)O)OC The molecule is an aromatic ether resulting from oxidative dimerisation between the 4-hydroxy group of one molecule of (1R)-1-(4-hydroxybenzyl)-6-methoxy-2-methyl-1,2,3,4-tetrahydroisoquinolin-7-ol and the 3-position of the 4-hydroxybenzyl group of another. It is a member of phenols, a tertiary amino compound, an aromatic ether and a bisbenzylisoquinoline alkaloid. It derives from a dauricine.